3-(4-chlorophenyl)bicyclo[1.1.1]Pentane-1-carboxylic acid ClC1=CC=C(C=C1)C12CC(C1)(C2)C(=O)O